4-[(2-hydroxyethyl)amino]-3-pyrrolidinol OCCNC1C(CNC1)O